6-fluoro-4-oxo-7-(3-{[2-(pyridin-2-yl)ethyl]carbamoyl}azetidin-1-yl)-1-(1,3-thiazol-2-yl)-1,4-dihydro-1,8-naphthyridine-3-carboxylic acid FC=1C=C2C(C(=CN(C2=NC1N1CC(C1)C(NCCC1=NC=CC=C1)=O)C=1SC=CN1)C(=O)O)=O